O.P(O)(O)(O)=O Ortho-phosphoric acid hydrate